5-methyl-2-[(2S)-2-methylazetidin-1-yl]-4-phenyl-5,6,7,8-tetrahydroquinazoline CC1C=2C(=NC(=NC2CCC1)N1[C@H](CC1)C)C1=CC=CC=C1